8-[(2S,3S)-2-(2-chloro-3-methyl-phenyl)pyrrolidin-3-yl]-3-oxa-8-azabicyclo[3.2.1]octane hydrochloride Cl.ClC1=C(C=CC=C1C)[C@@H]1NCC[C@@H]1N1C2COCC1CC2